6-methyl-N-(2-methylpyrimidin-4-yl)-4-oxo-1-phenyl-1,4-dihydropyridazine-3-carboxamide CC1=CC(C(=NN1C1=CC=CC=C1)C(=O)NC1=NC(=NC=C1)C)=O